OC1=CC=C(C=C1)N[C@@H](C)C(=O)O anti-p-hydroxyphenyl-alanine